7-((1-(2-(Trifluoromethyl)pyridin-4-yl)-1H-pyrrolo[2,3-b]pyridin-5-yl)methyl)-2-oxa-7-azaspiro[3.5]nonane FC(C1=NC=CC(=C1)N1C=CC=2C1=NC=C(C2)CN2CCC1(COC1)CC2)(F)F